5-((tert-Butyldiphenylsilyl)oxy)-3,3a,4,5,6,6a-hexahydropentalene-1-carboxylic acid methyl ester COC(=O)C1=CCC2CC(CC12)O[Si](C1=CC=CC=C1)(C1=CC=CC=C1)C(C)(C)C